ClC(=O)C1(CCN(CC1)C(=O)OC(C)(C)C)F 1-Tert-butyl 4-(chlorocarbonyl)-4-fluoropiperidine-1-carboxylate